ethyl (E)-3-((3,3-dibutyl-7-(methylthio)-1,1-dioxido-5-phenyl-2,3,4,5-tetrahydro-1,5-benzothiazepin-8-yl)oxy)acrylate C(CCC)C1(CS(C2=C(N(C1)C1=CC=CC=C1)C=C(C(=C2)O/C=C/C(=O)OCC)SC)(=O)=O)CCCC